FC(C=1C=CC(=NC1C=C)OC1CCC2(CNC2)CC1)F 7-((5-(difluoromethyl)-6-vinylpyridin-2-yl)oxy)-2-azaspiro[3.5]Nonane